cyclopropa-1,2-oxazol O1NC=C2C1=C2